5-((R)-2-amino-3-((R)-2-oxopyrrolidin-3-yl)propanamido)-2-methyl-N-((R)-1-(naphthalen-1-yl)ethyl)benzamide N[C@@H](C(=O)NC=1C=CC(=C(C(=O)N[C@H](C)C2=CC=CC3=CC=CC=C23)C1)C)C[C@@H]1C(NCC1)=O